OC=1C=C2CC[C@@H]([C@@H](C2=CC1)C1=CC=C(C=C1)N1CCC(CC1)CN1CCN(CC1)C=1C=C2CN(C(C2=CC1)=O)[C@@H]1CNCCC1)C1CCOCC1 (S)-3-(5-(4-((1-(4-((1R,2R)-6-Hydroxy-2-(tetrahydro-2H-pyran-4-yl)-1,2,3,4-tetrahydronaphthalen-1-yl)phenyl)piperidin-4-yl)methyl)piperazin-1-yl)-1-oxoisoindolin-2-yl)piperidine